(9a-((4-fluorophenyl)sulfonyl)-3-(perfluoropropan-2-yl)-5,6,6a,8,9,9a-hexahydro-7H-pyrrolo[2,3-H]quinolin-7-yl)methanone FC1=CC=C(C=C1)S(=O)(=O)C12C(CCC=3C=C(C=NC13)C(C(F)(F)F)(C(F)(F)F)F)N(CC2)C=O